tri(4-tolyl)phosphorus C1(=CC=C(C=C1)P(C1=CC=C(C=C1)C)C1=CC=C(C=C1)C)C